C12C(C3CC(CC(C1)C3)C2)NCCNC(=O)C2=NN(C(=C2C)C2=CC(=C(C=C2)C)C)C2=C(C=C(C=C2)Cl)Cl N-(2-((1r,3r,5r,7r)-adamantan-2-ylamino)ethyl)-1-(2,4-dichlorophenyl)-5-(3,4-dimethylphenyl)-4-methyl-1H-pyrazole-3-carboxamide